(1s,3s)-N-{[3-(8-{[(3S,4R)-3-fluoro-1-methylpiperidin-4-yl]amino}-3-[(trifluoromethyl)sulfanyl]indolizin-2-yl)-1,2,4-oxadiazol-5-yl]methyl}-3-hydroxycyclobutane-1-carboxamide F[C@H]1CN(CC[C@H]1NC1=CC=CN2C(=C(C=C12)C1=NOC(=N1)CNC(=O)C1CC(C1)O)SC(F)(F)F)C